(3S,4R)-4-{[5-fluoro-7-(5-isopropylpyridin-2-yl)pyrrolo[2,1-f][1,2,4]triazin-2-yl]amino}oxan-3-ol FC=1C=C(N2N=C(N=CC21)N[C@H]2[C@@H](COCC2)O)C2=NC=C(C=C2)C(C)C